NC=1C=C(COCC2=CC(=CC(=N2)NC(OC(C)(C)C)=O)C(F)(F)F)C=C(C1OC)C1=NN(C=N1)C Tert-butyl (6-(((3-amino-4-methoxy-5-(1-methyl-1H-1,2,4-triazol-3-yl)benzyl)oxy)methyl)-4-(trifluoromethyl)pyridin-2-yl)carbamate